C[C@@]1(C(N(CC1)C1=C(C=C(C=C1C)C)C)=O)C1=CC=CC=C1 (S)-3-Methyl-3-phenyl-1-(2,4,6-trimethylphenyl)-2-pyrrolidone